N-((3R,4S)-3-hydroxytetrahydro-2H-pyran-4-yl)-5-oxo-6-(4-(thiazol-4-yl)benzyl)-5,6-dihydroimidazo[1,2-c]pyrimidine-8-carboxamide O[C@H]1COCC[C@@H]1NC(=O)C=1C=2N(C(N(C1)CC1=CC=C(C=C1)C=1N=CSC1)=O)C=CN2